ethyl α-cyano-β-(p-cyanophenyl)acrylate C(#N)C(C(=O)OCC)=CC1=CC=C(C=C1)C#N